FC(OCCCN1N=C(C=2C(CCCC12)=O)C(F)(F)F)(F)F 1-[3-(trifluoromethoxy)propyl]-3-(trifluoromethyl)-6,7-dihydro-5H-indazol-4-one